NC=1C2=C(N=CN1)N(C=C2)[C@@H]2O[C@@H]([C@H]([C@H]2O)O)CSCC=2C(=NOC2C(C)C)C2=CC=CC=C2 (2R,3R,4S,5S)-2-(4-Amino-7H-pyrrolo[2,3-d]pyrimidin-7-yl)-5-((((5-isopropyl-3-phenylisoxazol-4-yl)methyl)thio)methyl)tetrahydrofuran-3,4-diol